OC1=C(OC2=CC=C(C=C2)/C=C/C(=O)C2=CC=CC=C2)C(=CC=C1)O (E)-3-[4-(2,6-Dihydroxyphenoxy)phenyl]-1-phenylprop-2-en-1-one